(3r,5r,7r)-1-(3-bromo-2-(methoxymethoxy)-5-methylphenyl)-3,5,7-trimethyladamantane BrC=1C(=C(C=C(C1)C)C12CC3(CC(CC(C1)(C3)C)(C2)C)C)OCOC